NC1=[N+](C=CC=C1C1=CC(=NO1)CC1=CC=C(C=C1)OCC1=CC=CC=C1)COP(=O)(O)[O-].FC1=C(C(=C(C(=C1[B-](C1=C(C(=C(C(=C1F)F)F)F)F)(C1=C(C(=C(C(=C1F)F)F)F)F)C1=C(C(=C(C(=C1F)F)F)F)F)F)F)F)F.C[NH+](CCCCCCCCCCCCCCCC)CCCCCCCCCCCCCCCC methyldi-(hexadecyl)ammonium tetrakis(pentafluorophenyl)borate (2-amino-3-(3-(4-(benzyloxy)benzyl)isoxazol-5-yl)pyridin-1-ium-1-yl)methyl-hydrogenphosphate